4-(7-(8-ethylnaphthalen-1-yl)-8-fluoro-2-((hexahydro-1H-pyrrolizin-7a-yl)methoxy)pyrido[4,3-d]pyrimidin-4-yl)-1,4-oxazepane C(C)C=1C=CC=C2C=CC=C(C12)C1=C(C=2N=C(N=C(C2C=N1)N1CCOCCC1)OCC12CCCN2CCC1)F